3,3-iminobis(N,N-dimethylpropylamine) CN(C)CCCNCCCN(C)C